methyl 6-(trifluoromethyl)pyrazine-2-carboxylate FC(C1=CN=CC(=N1)C(=O)OC)(F)F